C(=CC)[C-]1C=CC=C1.[CH-]1C=CC=C1.[Fe+2] propenyl-ferrocene